S(=O)(=O)(O)C(C(=O)OCCCCCCCCCCCC)CC(=O)[O-].[Na+].[Na+].C(CCCCCCCCCCC)OC(C(CC(=O)[O-])S(=O)(=O)O)=O Dinatrium Lauryl Sulfosuccinat